C1(CC1)C1=CC(=NC=C1)NC(C1=CC(=CC=C1)F)=O N-(4-cyclopropylpyridin-2-yl)-3-fluoro-benzamid